ClC1=CC=C(COC2=NN=C(S2)NC(C2=C(N=CC=C2)N2C(CNC(C2)=O)C)=O)C=C1 N-(5-((4-chlorobenzyl)oxy)-1,3,4-thiadiazol-2-yl)-2-(2-methyl-5-oxopiperazin-1-yl)nicotinamide